NC1=C(C(=NN1C1CC(C1)CN1CCOCC1)C1=CC=C2C=CC(=NC2=C1)C1=CC=CC=C1)C#N 5-amino-1-((1s,3s)-3-(morpholinomethyl)cyclobutyl)-3-(2-phenylquinolin-7-yl)-1H-pyrazole-4-carbonitrile